C(C)(C)[Si](COCCC)(COCCC)C(C)(C)C isopropyltert-butylbis(propoxymethyl)silane